1-(3,3-dimethylcyclohexyl)ethyl 2-acetyloxyacetate C(C)(=O)OCC(=O)OC(C)C1CC(CCC1)(C)C